C(C1=CC=CC=C1)OC1=C(C=CC=C1Cl)C1=CC(=CC=C1F)C[C@]1(C[C@H](CC1)NS(=O)(=O)C)C=1OC=C(N1)CCl N-((1S,3R)-3-((2'-(benzyloxy)-3'-chloro-6-fluoro-[1,1'-biphenyl]-3-yl)methyl)-3-(4-(chloromethyl)oxazol-2-yl)cyclopentyl)methanesulfonamide